O=C1NN=C(O1)C=1C=NC(=NC1)NCC1=CC=C(C#N)C=C1 4-(((5-(5-oxo-4,5-dihydro-1,3,4-oxadiazol-2-yl)pyrimidin-2-yl)amino)methyl)benzonitrile